FC=1C=C2C=NN(C2=C(C1O)F)C1=CC=C(C=C1)N1CC2(C1)CN(C2)S(=O)(=O)C 5,7-Difluoro-1-(4-(6-(methylsulfonyl)-2,6-diazaspiro[3.3]heptan-2-yl)phenyl)-1H-indazol-6-ol